C(C=CC1=CC=CC=C1)(=O)C1=NNC(=C1C(F)(F)F)C(=O)OCC ethyl 3-cinnamoyl-4-(trifluoromethyl)-1H-pyrazole-5-carboxylate